2-chloro-N,N-di((9Z,12Z)-octadeca-9,12-dien-1-yl)acetamide ClCC(=O)N(CCCCCCCC\C=C/C\C=C/CCCCC)CCCCCCCC\C=C/C\C=C/CCCCC